C(C)([2H])([2H])NC=1N=CC=C2C=C(N=CC12)NC(=O)[C@@H]1[C@@H](C1)C (1S,2R)-N-(8-((ethyl-1,1-d2)amino)-2,7-naphthyridin-3-yl)-2-methylcyclopropane-1-carboxamide